(S)-N-((R)-1-(4-carbamimidoylthiophen-2-yl)ethyl)-7-((2',4'-difluoro-[1,1'-biphenyl]-4-carbonyl)glycyl)-1,4-dioxa-7-azaspiro[4.4]nonane-8-carboxamide C(N)(=N)C=1C=C(SC1)[C@@H](C)NC(=O)[C@H]1N(CC2(OCCO2)C1)C(CNC(=O)C1=CC=C(C=C1)C1=C(C=C(C=C1)F)F)=O